7-bromo-2-methylsulfonylpyrrolo[2,1-f][1,2,4]triazine BrC1=CC=C2C=NC(=NN21)S(=O)(=O)C